ClC1=NC=C2C=CN=C(C2=C1)O 7-Chloro-2,6-naphthyridin-1-ol